C1(CC1)N1C2CN(CC1CC2)C(=O)OC(C)(C)C tert-Butyl 8-cyclopropyl-3,8-diazabicyclo[3.2.1]octane-3-carboxylate